COC1=CC=C(CNC(=O)[C@H]2N([C@H]3C[C@]3(C2)C)C(CNC(C2=CC=C(C=C2)OC2=CC=CC=C2)=O)=O)C=C1 (1S,3S,5S)-N-(4-methoxybenzyl)-5-methyl-2-((4-phenoxybenzoyl)glycinyl)-2-azabicyclo[3.1.0]hexane-3-carboxamide